C(C)OC(=O)C1=CC=2C(=CN=CC2N)S1 4-aminothieno[2,3-c]pyridine-2-carboxylic acid ethyl ester